4-(pyridin-2-ylmethoxy)aniline N1=C(C=CC=C1)COC1=CC=C(N)C=C1